FC(C(=O)O)(F)F.N[C@H](C(=O)NCCCCCOC=1C=C(C=CC1)NC(=O)C1=CC=C(CN(C(=O)C=2C=CC3=C(OCC(N3)=O)C2)C2CC2)C=C1)CC=1N=CSC1 (S)-N-(4-((3-((5-(2-amino-3-(thiazol-4-yl)propanamido)pentyl)oxy)phenyl)carbamoyl)benzyl)-N-cyclopropyl-3-oxo-3,4-dihydro-2H-benzo[b][1,4]oxazine-7-carboxamide 2,2,2-trifluoroacetate